(2R)-1-[(7R)-3-cyclopropyl-5-[(2-fluoro-2-methylpropyl)sulfamoyl]-8,9-dihydro-7H-cyclopenta[H]isoquinolin-7-yl]-N-methylpyrrolidine-2-carboxamide C1(CC1)C=1N=CC2=C3C(=CC(=C2C1)S(NCC(C)(C)F)(=O)=O)[C@@H](CC3)N3[C@H](CCC3)C(=O)NC